4-(6-chloro-2-(((R)-1-(dimethylamino)propan-2-yl)oxy)-8-fluoro-4-(piperazin-1-yl)quinazolin-7-yl)benzo[d]thiazol-2-amine ClC=1C=C2C(=NC(=NC2=C(C1C1=CC=CC2=C1N=C(S2)N)F)O[C@@H](CN(C)C)C)N2CCNCC2